2-(4-(4-chloro-2-fluorophenyl)piperazin-1-yl)benzyl methanesulfonate CS(=O)(=O)OCC1=C(C=CC=C1)N1CCN(CC1)C1=C(C=C(C=C1)Cl)F